2-(3-Fluoro-4-methoxyphenyl)-7-{methyl-[(3R)-pyrrolidin-3-yl]amino}-4H-pyrido[1,2-a]pyrimidin-4-one FC=1C=C(C=CC1OC)C=1N=C2N(C(C1)=O)C=C(C=C2)N([C@H]2CNCC2)C